C[C@@H](CC=O)CCC=C(C)C (+)-(R)-3,7-dimethyl-6-octenal